2-(4-fluoro-2-methyl-1,3-benzoxazol-6-yl)-4,4,5,5-tetramethyl-1,3,2-dioxaborolane FC1=CC(=CC2=C1N=C(O2)C)B2OC(C(O2)(C)C)(C)C